CC=1C(=NC=C(C1)F)C(=O)OC Methyl 3-methyl-5-fluoropyridinecarboxylate